trans-4-(1-((5-methoxy-7-methyl-1H-indol-4-yl)methyl)-4-(3-(trifluoromethyl)-1H-1,2,4-triazol-1-yl)piperidin-2-yl)benzoic acid COC=1C(=C2C=CNC2=C(C1)C)CN1[C@H](C[C@@H](CC1)N1N=C(N=C1)C(F)(F)F)C1=CC=C(C(=O)O)C=C1